COC(C1=CC=C(C=C1)N1C2=C(OCC1)C=C(C(=C2)OC)C(=O)N2CCCCC2)=O 4-(6-methoxy-7-(piperidine-1-carbonyl)-2,3-dihydro-4H-benzo[b][1,4]oxazin-4-yl)benzoic acid methyl ester